BrC=1C=NC=CC1C(C)O 1-(3-bromopyridin-4-yl)ethan-1-ol